6-methyl-9-(4-(trifluoromethyl)phenyl)indolo[1,2-a]quinoxaline CC=1C=2N(C=3C=CC=CC3N1)C1=CC=C(C=C1C2)C2=CC=C(C=C2)C(F)(F)F